5-bromo-3-[(trifluoromethyl)sulfanyl]pyridin-2-amine BrC=1C=C(C(=NC1)N)SC(F)(F)F